The molecule is a member of the class of prostaglandins H that is prostaglandin H2 lacking the double bond at position 5. It has a role as a human xenobiotic metabolite. It is a prostaglandins H, an oxylipin, a bridged compound, an olefinic compound, an organic peroxide and a secondary alcohol. It is a conjugate acid of a prostaglandin H1(1-). CCCCC[C@@H](/C=C/[C@H]1[C@H]2C[C@@H]([C@@H]1CCCCCCC(=O)O)OO2)O